CN(C=1NC(C2=C(N1)N(N=C2C#N)C(C)C=2C=NC(=CC2)C(F)(F)F)=O)C(CC)C2=NC=CC=N2 6-[methyl(1-pyrimidin-2-ylpropyl)amino]-4-oxo-1-[1-[6-(trifluoromethyl)-3-pyridyl]ethyl]-5H-pyrazolo[3,4-d]pyrimidine-3-carbonitrile